ClC=1C=C2C=C(NC2=CC1)CNC(N([C@H]1CN(CCC1)C(=O)C=1N=COC1C)C)=O (R)-3-((5-chloro-1H-indol-2-yl)methyl)-1-methyl-1-(1-(5-methyloxazole-4-carbonyl)piperidin-3-yl)urea